2-[[4-amino-8-[cis-4-(tert-butoxycarbonylamino)cyclohexyloxy]-5,5-dimethyl-6H-benzo[H]quinazolin-7-yl]-methyl-amino]acetic acid NC1=NC=NC=2C3=C(CC(C12)(C)C)C(=C(C=C3)O[C@@H]3CC[C@@H](CC3)NC(=O)OC(C)(C)C)N(CC(=O)O)C